bis(hydroxyethyl)toluenediamine OCCC1=C(C(N)(N)CCO)C=CC=C1